(S)-2-(cyanomethyl)-4-{2-[((S)-1-methylpyrrolidin-2-yl)methoxy]-5,6,7,8-tetrahydropyrido[3,4-d]pyrimidin-4-yl}piperazine-1-carboxylic acid tert-butyl ester C(C)(C)(C)OC(=O)N1[C@H](CN(CC1)C=1C2=C(N=C(N1)OC[C@H]1N(CCC1)C)CNCC2)CC#N